2,3-Dimethyl-but-2-enyl Acetoacetate C(CC(=O)C)(=O)OCC(=C(C)C)C